OC1=C(C=C(C=C1)NC(=O)C1=CC=C(C=C1)C1=CC=C(C=C1)C(F)(F)F)NS(NCC(C)C)(=O)=O N-(4-hydroxy-3-((N-isobutylsulfamoyl)amino)phenyl)-4'-(trifluoromethyl)-[1,1'-biphenyl]-4-carboxamide